FC=1C=C(C=CC1NC1=NC=NC2=CC(=C(C=C12)OC)OCC1CCN(CC1)C)C1=NC=CC(=N1)C(=O)N (3-fluoro-4-((6-methoxy-7-((1-methylpiperidin-4-yl)methoxy)quinazolin-4-yl)amino)phenyl)pyrimidine-4-carboxamide